C(C)(C)(C)C1=CC=C(C=C1)N(C(=O)[C@@H]1N(CC[C@H]1F)C(=O)OC(C)(C)C)C(C(=O)NC1CCC(CC1)(F)F)C=1C=NC=C(C1)F tert-butyl (2S,3R)-2-[(4-tert-butylphenyl)-[2-[(4,4-difluorocyclohexyl)amino]-1-(5-fluoro-3-pyridyl)-2-oxo-ethyl]carbamoyl]-3-fluoro-pyrrolidine-1-carboxylate